(S)-4-(N,N-BIS(4-METHOXYBENZYL)SULFAMOYL)-4-METHYLOCT-7-ENOIC ACID COC1=CC=C(CN(S(=O)(=O)[C@](CCC(=O)O)(CCC=C)C)CC2=CC=C(C=C2)OC)C=C1